C(=O)(O)C(CCC=1NC=C(C[C@H](N)C(=O)O)N1)C 2-(3-Carboxy-3-(methyl)propyl)-L-histidine